C1(=CC=CC=C1)S(=O)(=O)N1C=C(C=2C1=NC(=CC2)C=2C(=NOC2C)C)C2=NC(=NC=C2C(F)(F)F)N[C@@H]2[C@@H](CCC2)O (1R,2S)-2-[[4-[1-(benzenesulfonyl)-6-(3,5-dimethylisoxazol-4-yl)pyrrolo[2,3-b]pyridin-3-yl]-5-(trifluoromethyl)pyrimidin-2-yl]amino]cyclopentanol